1,3-bis(4-methyl-2,6-bis(1-phenylethyl)phenyl)-1,3-dihydro-2H-imidazole-2-imine CC1=CC(=C(C(=C1)C(C)C1=CC=CC=C1)N1C(N(C=C1)C1=C(C=C(C=C1C(C)C1=CC=CC=C1)C)C(C)C1=CC=CC=C1)=N)C(C)C1=CC=CC=C1